N[C@@H](COC1=NC(=NC(=C1)C1=C(C=CC=C1C)C)NS(=O)(=O)C=1C=C(C(=O)O)C=CC1)CC1(CCC1)C 3-[[4-[(2R)-2-amino-3-(1-methylcyclobutyl)propoxy]-6-(2,6-dimethylphenyl)pyrimidin-2-yl]sulfamoyl]benzoic acid